5-(octadecan-2-yl)oxazol-2(3H)-one CC(CCCCCCCCCCCCCCCC)C1=CNC(O1)=O